CN[C@H](C(=O)N1[C@@H](CC1)C(=O)OC(C)(C)C)C tert-Butyl (2S)-1-[(2S)-2-(methylamino)propanoyl]azetidine-2-carboxylate